2-(2-(2-azidoethoxy)ethoxy)ethan-1-amine hydrochloride Cl.N(=[N+]=[N-])CCOCCOCCN